(5-bromo-2-methoxybenzyl)-2,2-diethoxy-acetamido-amide BrC=1C=CC(=C(C[N-]NC(C(OCC)OCC)=O)C1)OC